benzoylpyrrole C(C1=CC=CC=C1)(=O)C=1NC=CC1